C(C=C)N1N(C2=NC(=NC=C2C1=O)NC1=CC2=C(N(C=N2)C)C=C1)C1=NC(=CC=C1)OC1CCNCC1 2-allyl-6-((1-methyl-1H-benzo[d]imidazol-5-yl)amino)-1-(6-(piperidin-4-yloxy)pyridin-2-yl)-1,2-dihydro-3H-pyrazolo[3,4-d]pyrimidin-3-one